FC(S(=O)(=O)OC1=CC=CC=2C(N([C@H]3C=4N([C@@H](C21)C3)C3=C(N4)C=CC(=C3)C3=CC(=C(C=C3)P(=O)(C)C)F)C([2H])([2H])[2H])=O)(F)F (7R,14R)-11-(4-(dimethylphosphoryl)-3-fluorophenyl)-6-(methyl-d3)-5-oxo-5,6,7,14-tetrahydro-7,14-methanobenzo[f]benzo[4,5]imidazo[1,2-a][1,4]diazocin-1-yl trifluoromethanesulfonate